C(#C)C1=CC=C(C(=N1)C)C1=C(C2=C(N=CN=C2N)N1C)C1=CC=C(C=C1)OC1=NC=CC(=N1)C 6-(6-ethynyl-2-methylpyridin-3-yl)-7-methyl-5-(4-((4-methylpyrimidin-2-yl)oxy)phenyl)-7H-pyrrolo[2,3-d]pyrimidin-4-amine